5,7-dibromo-8-benzyloxyquinoline BrC1=C2C=CC=NC2=C(C(=C1)Br)OCC1=CC=CC=C1